(R)-3-(5-(difluoromethoxy)-2-fluorophenyl)-1-((R)-1,1-difluoropropan-2-yl)-N-(4-methyl-1,1-dioxidotetrahydro-2H-thiopyran-4-yl)-4,5,6,7-tetrahydro-1H-indazole-6-carboxamide FC(OC=1C=CC(=C(C1)C1=NN(C=2C[C@@H](CCC12)C(=O)NC1(CCS(CC1)(=O)=O)C)[C@@H](C(F)F)C)F)F